CN(CCS)C(CCCCCCCC1C(C1)CCCCCCCC)CCCCCCCCC 2-(Methyl-(1-(2-octylcyclopropyl)heptadec-8-yl)amino)ethane-1-thiol